(S)-2-((S)-3,3-Difluorocyclopentyl)-N-(4-fluoropyridin-2-yl)-2-(4-(2-methyl-2H-tetrazol-5-yl)phenyl)acetamide FC1(C[C@H](CC1)[C@H](C(=O)NC1=NC=CC(=C1)F)C1=CC=C(C=C1)C=1N=NN(N1)C)F